3-(4-(5-((5-(8-(7-Acetyl-3-ethyl-5,6,7,8-tetrahydroimidazo[1,5-a]pyrazin-1-yl)isoquinolin-3-yl)pyridin-2-yl)oxy)pentyl)-1-oxoisoindolin-2-yl)piperidine-2,6-dione C(C)(=O)N1CC=2N(CC1)C(=NC2C=2C=CC=C1C=C(N=CC21)C=2C=CC(=NC2)OCCCCCC2=C1CN(C(C1=CC=C2)=O)C2C(NC(CC2)=O)=O)CC